C(C)NC1=NC=C(C(=N1)N)OC1=C(C=C(C=C1)OC)C(C)C N*2*-Ethyl-5-(2-isopropyl-4-methoxy-phenoxy)-pyrimidine-2,4-diamine